4-((2-((((9H-fluoren-9-yl)methoxy)carbonyl)amino)ethyl)(2-(tritylamino)ethyl)-amino)-4-oxobutanoic acid C1=CC=CC=2C3=CC=CC=C3C(C12)COC(=O)NCCN(C(CCC(=O)O)=O)CCNC(C1=CC=CC=C1)(C1=CC=CC=C1)C1=CC=CC=C1